CSCCNC(C#CC1=CC(=C(C=C1)C1=CC=CC=C1)C(F)(F)F)=O N-[2-(methylsulfanyl)ethyl]-3-[2-(trifluoromethyl)[1,1'-biphenyl]-4-yl]prop-2-ynamide